FC1(CCC(CC1)NC1=NC(=CC(=C1)COC)C=1SC=C(N1)C)F N-(4,4-difluorocyclohexyl)-4-(methoxymethyl)-6-(4-methylthiazol-2-yl)pyridin-2-amine